Decenoylcarnitine CCCCCCCC=CC(=O)C(CC(=O)[O-])(C[N+](C)(C)C)O